C(C)NC(=O)C=1N=C(OC1C1=CC=CC=C1)C1=CC=C(C=C1)SC n-ethyl-2-(4-(methylsulfanyl)phenyl)-5-phenylOxazole-4-carboxylic acid amide